ClC1=C2C(=NC(=N1)Cl)N(N=C2)C 4,6-dichloro-1-methylpyrazolo[3,4-d]pyrimidine